2-(acetylamino)-2-deoxyglucose C(C)(=O)N[C@@H](C=O)[C@@H](O)[C@H](O)[C@H](O)CO